(1,4-phenylenebis(ethyne-2,1-diyl))bis(2-(acetoxymethyl)-4,5-dihydroxytetrahydro-2H-pyran-6,3-diyl) diacetate C(C)(=O)OC1C(OC(C(C1O)O)C#CC1=CC=C(C=C1)C#CC1C(C(C(C(O1)COC(C)=O)OC(C)=O)O)O)COC(C)=O